[Pd-]Cl Palladium (0) chloride